2-methyl-Propanesulphonate CC(CS(=O)(=O)[O-])C